1-(3,4-dimethyl-2-(p-tolyl)-2H-pyrazolo[3,4-d]pyridazin-7-yl)-N-((1r,3r)-3-(dimethylamino)cyclobutyl)piperidine-4-carboxamide CC=1N(N=C2C(=NN=C(C21)C)N2CCC(CC2)C(=O)NC2CC(C2)N(C)C)C2=CC=C(C=C2)C